Tris(3-aminopropyl)methyl-tin NCCC[Sn](C)(CCCN)CCCN